1-methyl-4-(4-methylpentyl)-3-cyclohexenealdehyde Osmium (III) chloride hydrate O.[Os](Cl)(Cl)Cl.CC1(CC=C(CC1)CCCC(C)C)C=O